1,2,3-benzenetrimethylamine C1(=C(C(=CC=C1)CN)CN)CN